(1S,2S)-2-(phenethylamino)cycloheptan-1-ol C(CC1=CC=CC=C1)N[C@@H]1[C@H](CCCCC1)O